C(#N)C=1C=C2C(N(C(=NC2=C(C1)C=1C=NC(=CC1)C)[C@H]1N([C@H]2CCCC[C@H]2C1)C(=O)OC(C)(C)C)C1=CC(=C(C=C1)OC)F)=O tert-butyl (2S,3aS,7aS)-2-(6-cyano-3-(3-fluoro-4-methoxyphenyl)-8-(6-methylpyridin-3-yl)-4-oxo-3,4-dihydroquinazolin-2-yl)octahydro-1H-indole-1-carboxylate